2-Mercaptobenzo[d]oxazole-6-carboxylic acid methyl ester COC(=O)C1=CC2=C(N=C(O2)S)C=C1